[Br-].NCC[N+](CC(COCCCCCCCCCCCCCC)OCCCCCCCCCCCCCC)(C)C N-(2-aminoethyl)-N,N-dimethyl-2,3-bis(tetradecyloxy)Propane-1-aminium bromide